NC1=C(C=C2N=C(C(=NC2=C1C1=C(C(=CC=C1C)O)C)C)C)C(=O)N 7-Amino-8-(3-hydroxy-2,6-dimethylphenyl)-2,3-dimethylquinoxaline-6-carboxamide